tert-butyl N-{5-[(2S)-2-[(tert-butoxycarbonyl)amino]propyl]-6-hydroxythieno[3,2-c][1,2]thiazol-3-yl}-N-(furan-2-ylmethyl)carbamate C(C)(C)(C)OC(=O)N[C@H](CC1=C(C2=NSC(=C2S1)N(C(OC(C)(C)C)=O)CC=1OC=CC1)O)C